C(=O)=C(CCC1=CC=CC=C1)NC1(CCCC1)C(=O)NC[C@H](O)C(=O)O N-[1-[[1(S)-carbonyl-3-phenylpropyl]amino]-cyclopentylcarbonyl]-(S)-isoserine